ethyl 3-bromo-1-(2-chloro-4-(trifluoromethoxy) phenyl)-4,5-dihydro-1H-pyrazole-5-carboxylate BrC1=NN(C(C1)C(=O)OCC)C1=C(C=C(C=C1)OC(F)(F)F)Cl